2-(2-(benzo[d]oxazol-2-ylamino)benzo[d]oxazol-5-yl)-N,N-dimethylacetamide O1C(=NC2=C1C=CC=C2)NC=2OC1=C(N2)C=C(C=C1)CC(=O)N(C)C